C(#N)C1=C(C=C(C=C1)N1[C@H](O[C@@H](C1)C(=O)NC1=CC=C(C=C1)NC(CO)=O)C(F)(F)F)C(F)(F)F (2R,5S)-3-(4-cyano-3-(trifluoromethyl)phenyl)-N-(4-(2-hydroxyacetamido)phenyl)-2-(trifluoromethyl)oxazolidine-5-carboxamide